F[Si](S(=O)(=O)O)(F)F trifluorosilanesulfonic acid